CC1(CCN(CC1)C1=C(C=NC2=C(C(=C(C=C12)F)F)F)C(=O)N1CCN(CC1)S(=O)(=O)C)C#N 4-Methyl-1-(6,7,8-trifluoro-3-(4-(methylsulfonyl)piperazine-1-carbonyl)quinolin-4-yl)piperidine-4-carbonitrile